methyl (E)-3-(4-aminophenyl)acrylate NC1=CC=C(C=C1)/C=C/C(=O)OC